9-benzyl-5-carbamoyl-1-methylcarbazol C(C1=CC=CC=C1)N1C2=CC=CC(=C2C=2C=CC=C(C12)C)C(N)=O